hexadecylpropyl-(3-triethoxysilylpropyl)ammonium chloride [Cl-].C(CCCCCCCCCCCCCCC)[NH+](CCC[Si](OCC)(OCC)OCC)CCC